3-(2-(((1S,3S)-3-((tert-butoxycarbonyl)amino)cyclopentyl)amino)-5-(trifluoromethyl)pyrimidin-4-yl)-1H-indole-6-carboxylic acid methyl ester COC(=O)C1=CC=C2C(=CNC2=C1)C1=NC(=NC=C1C(F)(F)F)N[C@@H]1C[C@H](CC1)NC(=O)OC(C)(C)C